7-methyl-2-[(2,2,2-trifluoroethyl)sulfanyl]-3H-pyrazolo[1,5-a][1,3,5]triazin-4-one CC1=NN2C(N=C(NC2=O)SCC(F)(F)F)=C1